1-(4-methoxybenzyl)piperazin-2-one COC1=CC=C(CN2C(CNCC2)=O)C=C1